[1-(hydroxymethyl)cyclopropyl]methoxyl-6-(2-hydroxypropan-2-yl)-2,3-dihydro-1H-isoindol-1-on OCC1(CC1)CON1C(C2=CC(=CC=C2C1)C(C)(C)O)=O